3-amino-N-[(3R)-7-[(3R,4R)-3-amino-4-methoxypiperidin-1-yl]-3,4-dihydro-2H-1-benzopyran-3-yl]-4,6-dimethylthieno[2,3-b]pyridine-2-carboxamide NC1=C(SC2=NC(=CC(=C21)C)C)C(=O)N[C@H]2COC1=C(C2)C=CC(=C1)N1C[C@H]([C@@H](CC1)OC)N